methyl (1s,4s)-2'-[benzyl(methyl)carbamoyl]-4-(3-chloroanilino)spiro[cyclohexane-1,1'-indene]-4-carboxylate C(C1=CC=CC=C1)N(C(=O)C=1C2(C3=CC=CC=C3C1)CCC(CC2)(C(=O)OC)NC2=CC(=CC=C2)Cl)C